(4-bromophenyl)-3-(4-fluorophenyl)-1H-pyrazole-4-formaldehyde BrC1=CC=C(C=C1)N1N=C(C(=C1)C=O)C1=CC=C(C=C1)F